N-(2-hydroxyethyl)-N-methylpiperidine-4-carboxamide OCCN(C(=O)C1CCNCC1)C